BrC=1C=C(C(=O)NC(NC2=CC=C(C=C2)OC2=C3N=CN(C3=NC=N2)CC2CC2)=S)C=CC1 3-bromo-N-((4-((9-(cyclopropylmethyl)-9H-purin-6-yl)oxy)phenyl)carbamothioyl)benzamide